NC=1C(=NC(=CN1)C=1C=NN(C1)C)C(=O)N[C@H]1COC[C@@H]1OCC1=CC=C(C=C1)Br 3-amino-N-{(3S,4R)-4-[(4-bromophenyl)methoxy]oxolan-3-yl}-6-(1-methyl-1H-pyrazol-4-yl)pyrazine-2-carboxamide